benzylpentanoic acid C(C1=CC=CC=C1)C(C(=O)O)CCC